The molecule is a monovalent inorganic anion that consists of antimonic acid where one of the three OH groups has been deprotonated. It is an antimony oxoanion and a monovalent inorganic anion. It is a conjugate base of an antimonic acid. It is a conjugate acid of an antimonate(2-). O[Sb](=O)(O)[O-]